C(C1=CC=CC=C1)NC1=C2N=CN(C2=NC(=N1)C=1C=NC=C(C1)S(=O)(=O)OC)[C@H]1[C@@H]([C@@H]([C@H](O1)C(=O)NC([2H])([2H])[2H])O)O (2S,3S,4R,5R)-5-(6-(benzylamino)-2-(5-(methylsulfo)pyridin-3-yl)-9H-purin-9-yl)-3,4-dihydroxyl-N-(methyl-d3)-tetrahydrofuran-2-formamide